2-(3-(4-fluorophenylamino)phenyl)-5-(2-methylpyridin-4-ylamino)isoindolin-1-one FC1=CC=C(C=C1)NC=1C=C(C=CC1)N1C(C2=CC=C(C=C2C1)NC1=CC(=NC=C1)C)=O